Cl[Pt+2](Cl)(Cl)Cl tetrachloroplatinum(2+)